hexaethylcyclotrisilazan C(C)[Si]1(N[Si](N[Si](N1)(CC)CC)(CC)CC)CC